N-Fmoc-phenyl-hydrazine tert-Butyl-((2-(benzyloxy)-5-chloro-4-methylphenyl)sulfonyl)-L-prolinate C(C)(C)(C)[C@@]1(N(CCC1)S(=O)(=O)C1=C(C=C(C(=C1)Cl)C)OCC1=CC=CC=C1)C(=O)O.C(=O)(OCC1C2=CC=CC=C2C2=CC=CC=C12)N(N)C1=CC=CC=C1